5-{[(2-chloro-4-fluorophenyl)methyl]sulfonylamino}-1,3-thiazole-4-carboxylic acid ClC1=C(C=CC(=C1)F)CS(=O)(=O)NC1=C(N=CS1)C(=O)O